N1CCC2(CC1)CC1=CC=CC=C1C2 dihydrospiro[indene-2,4'-piperidin]